CNC1=CC=CC(=N1)CCC1CC(C1)N1C([C@H](CC1=O)NS(=O)(=O)C)=O N-((S)-1-((1r,3R)-3-(2-(6-(methylamino)pyridin-2-yl)ethyl)cyclobutyl)-2,5-dioxopyrrolidin-3-yl)methanesulfonamide